zirconium oxide aluminum [Al+3].[O-2].[Zr+4]